C(C)(C)(C)C=1C=C(N(N1)C=1C=NC=C(C1)F)NC(=O)NC1=C(C=C(C=C1)OC1=CC=NC2=C1OCC(N2)=O)C(F)(F)F 1-[5-tert-butyl-2-(5-fluoro-3-pyridyl)pyrazol-3-yl]-3-[4-[(3-oxo-4H-pyrido[3,2-b][1,4]oxazin-8-yl)oxy]-2-(trifluoromethyl)phenyl]urea